BrC1=CC(=NC=C1)OCCSC 4-bromo-2-(2-(methylthio)ethoxy)pyridine